3-(sec-butyl)-N-(1-methyl-1H-pyrazol-4-yl)-2-oxo-1,2,3,5-tetrahydro-4H-benzo[1,4]diazepine-4-carboxamide C(C)(CC)C1C(NC2=C(CN1C(=O)NC=1C=NN(C1)C)C=CC=C2)=O